NC1=C2C(=NC=N1)N(N=C2C=2C=CC1=C(N=C(O1)N)C2)CC2CCN(CC2)C(=O)OC(C)(C)C tert-butyl 4-((4-amino-3-(2-aminobenzo[d]oxazol-5-yl)-1H-pyrazolo[3,4-d]pyrimidin-1-yl)methyl)piperidine-1-carboxylate